The molecule is the conjugate base of 4,5-dioxopentanoic acid; major species at pH 7.3. It is a conjugate base of a 4,5-dioxopentanoic acid. C(CC(=O)[O-])C(=O)C=O